argininosilanetriol N([C@@H](CCCNC(N)=N)C(=O)O)[Si](O)(O)O